O=C1NCC2=NC=CC=C21 5-oxo-5,7-dihydro-6H-pyrrolo[3,4-b]pyridin